C1(CC1)C=1SC=C(N1)COC1CC2(C(N3C(O2)CC[C@H]3C3=NC=CN=C3)=O)C1 (5'S)-3-[(2-cyclopropyl-1,3-thiazol-4-yl)methoxy]-5'-(pyrazin-2-yl)tetrahydro-3'H-spiro[cyclobutane-1,2'-pyrrolo[2,1-b][1,3]oxazol]-3'-one